CN1C(=CC=C1)C1=NC=NC=N1 6-(1-methyl-pyrrol-2-yl)-1,3,5-triazine